BrC1=CC2=C(N=C(N=C2)N(C(OC(C)(C)C)=O)C)N2C1=NCC2 tert-butyl (6-bromo-8,9-dihydroimidazo[1',2':1,6]pyrido[2,3-d]pyrimidin-2-yl)(methyl)carbamate